azobis-(4-cyano-valeric acid) N(=NC(C(=O)O)CC(C)C#N)C(C(=O)O)CC(C)C#N